N-[(3S,4R)-3-fluoro-1-methyl-4-piperidyl]-5-[3-(4-mesyl-2-anisidino)-1-propynyl]-3-(2,2,2-trifluoroethyl)-1-benzothiophene-7-carboxamide F[C@H]1CN(CC[C@H]1NC(=O)C1=CC(=CC=2C(=CSC21)CC(F)(F)F)C#CCNC=2C(OC)=CC=C(C2)S(=O)(=O)C)C